C(C)OC(CN1N=C(C2=C(C1=O)SC(=C2)N(CC2=CC=C(C=C2)OC)CC)C(C)C)=O 2-[2-[ethyl-[(4-methoxyphenyl)methyl]amino]-4-isopropyl-7-oxo-thieno[2,3-d]pyridazin-6-yl]acetic acid ethyl ester